3-(2-Methyl-7-oxo-4,7-dihydro-2H-pyrazolo[4,3-d]pyrimidin-3-yl)benzonitrile CN1N=C2C(NC=NC2=O)=C1C=1C=C(C#N)C=CC1